ClC1=CC=C(S1)C1=C(C(=NN1COCC[Si](C)(C)C)N1C(C2=CC=CC=C2C1=O)=O)C1CCC1 2-(5-(5-chlorothiophen-2-yl)-4-cyclobutyl-1-((2-(trimethylsilyl)ethoxy)methyl)-1H-pyrazol-3-yl)isoindoline-1,3-dione